Cl.NC1C(NC2=CC=CC(=C2C1)Br)=O 3-amino-5-bromo-3,4-dihydroquinolin-2(1H)-one hydrochloride